5-(1H-benzimidazol-2-yl)benzimidazole N1C(=NC2=C1C=CC=C2)C2=CC1=C(N=CN1)C=C2